ClC1=C(C=CC=C1F)[C@@H]1N(OCC1)C1=CC(=NC=N1)NC=1C(=CC(=C(C1)NC(C=C)=O)N1CCN(CC1)C)OC N-(5-((6-((R)-3-(2-chloro-3-fluorophenyl)isoxazolidine-2-yl)pyrimidine-4-yl)amino)-4-methoxy-2-(4-methylpiperazine-1-yl)phenyl)acrylamide